N-{[5-chloro-6-(6-fluoro-5-methoxy-2-pyridyl)-2-indolyl]methyl}[(R)-2-oxetanyl]acetamide ClC=1C=C2C=C(NC2=CC1C1=NC(=C(C=C1)OC)F)CNC(C[C@@H]1OCC1)=O